1-(2-Methyl-5-nitrophenyl)thiourea CC1=C(C=C(C=C1)[N+](=O)[O-])NC(=S)N